C(CCC)(=O)OC=C vinyl (n-butyrate)